The molecule is the sodium salt of liothyronine. Thought to be more active than levothyroxine and with a rapid (few hours) onset and short duration of action, liothyronine sodium is used in the treatment of hypothyroidism, particularly in cases of hypothyroid coma. It contains a 3,3',5-triiodo-L-thyroninate. C1=CC(=C(C=C1OC2=C(C=C(C=C2I)C[C@@H](C(=O)[O-])N)I)I)O.[Na+]